tert-butyl (2R,5S)-4-(6-chloro-1-(2-cyclopropyl-4,6-diisopropylpyrimidin-5-yl)-7-(2-fluorophenyl)-2-oxo-1,2-dihydropyrido[2,3-d]pyrimidin-4-yl)-2,5-dimethylpiperazine-1-carboxylate ClC1=CC2=C(N(C(N=C2N2C[C@H](N(C[C@@H]2C)C(=O)OC(C)(C)C)C)=O)C=2C(=NC(=NC2C(C)C)C2CC2)C(C)C)N=C1C1=C(C=CC=C1)F